pyrrolidin-3-yl dihydrogen phosphate ammonium salt [NH4+].P(=O)(OC1CNCC1)(O)O